4-[1-(1-benzofuran-4-yl)vinyl]-1H-imidazole O1C=CC2=C1C=CC=C2C(=C)C=2N=CNC2